4-[[3-[1-(2,2-difluoroethyl)-3-(trifluoromethyl)pyrazol-4-yl]imidazo[1,2-a]pyrazin-8-yl]amino]-2-ethyl-N-[2-oxo-2-(pyrrolidin-3-ylmethylamino)ethyl]benzamide FC(CN1N=C(C(=C1)C1=CN=C2N1C=CN=C2NC2=CC(=C(C(=O)NCC(NCC1CNCC1)=O)C=C2)CC)C(F)(F)F)F